C(=O)(O)[C@@H](O)[C@H](O)C(=O)O.N[C@]1(CN(CCC1)C=1C=NC(=CC1CN1C2=NC=NC(=C2N=C1)N)C1=C(C=C(C(=C1)F)OC)F)[C@@H](C(F)F)O (S)-1-((R)-3-AMINO-1-(4-((6-AMINO-9H-PURIN-9-YL)METHYL)-6-(2,5-DIFLUORO-4-METHOXYPHENYL)PYRIDIN-3-YL)PIPERIDIN-3-YL)-2,2-DIFLUOROETHAN-1-OL D-TARTRATE SALT